1-(3-Methoxypropyl)-4-(4,4,5,5-tetramethyl-1,3,2-dioxaborolan-2-yl)pyrazole COCCCN1N=CC(=C1)B1OC(C(O1)(C)C)(C)C